C(=O)O.N1CCC(CC1)NC(=O)N1CCNCC1 N-(piperidin-4-yl)piperazine-1-carboxamide formate salt